5-(2-chloro-4-fluorophenyl)-4-methoxy-2-methyl-6-phenyl-3(2H)-pyridazinone ClC1=C(C=CC(=C1)F)C1=C(C(N(N=C1C1=CC=CC=C1)C)=O)OC